(±)-1-(2-(2,6-dioxopiperidin-3-yl)-1-oxoisoindoline-5-yl)piperidine-4-carbaldehyde O=C1NC(CC[C@H]1N1C(C2=CC=C(C=C2C1)N1CCC(CC1)C=O)=O)=O |r|